C(CCCCCC(=O)OCCCCCCCC)(=O)OCCCCCCCC dioctyl pimelate